NC=1C2=C(N=CN1)N(C(=C2C2=CC=C(C=C2)C(=O)N2[C@H](CCC2)C#N)C2=CC=C(C=C2)NC(C(=C)C)=O)C (R)-N-(4-(4-amino-5-(4-(2-cyanopyrrolidine-1-carbonyl)phenyl)-7-methyl-7H-pyrrolo[2,3-d]pyrimidin-6-yl)phenyl)methacrylamide